CN1CCC(CC1)NC1=NC=NC2=CC=C(C=C12)C1=CNC2=NC=C(C=C21)C(=O)NC=2C=NN(C2)C2CCNCC2 3-(4-((1-methylpiperidin-4-yl)amino)quinazolin-6-yl)-N-(1-(piperidin-4-yl)-1H-pyrazol-4-yl)-1H-pyrrolo[2,3-b]pyridine-5-carboxamide